16-fluoro-5-{6-methyl-3,6-diazabicyclo[3.1.1]heptan-3-yl}-7,11-dioxa-19,22,23-triazapentacyclo[16.5.2.12,6.012,17.021,24]hexacosa-1(23),2,4,6(26),12(17),13,15,18,20,24-decaene FC1=CC=CC=2OCCCOC=3C(=CC=C(C4=NNC5=CN=C(C12)C=C45)C3)N3CC4N(C(C3)C4)C